2-(2,4-difluorophenyl)-4-(5-(3-(2-hydroxypropan-2-yl)phenyl)-1-methyl-2-oxo-1,2-dihydropyridin-4-yl)-6-methyl-1,6-dihydro-7H-pyrrolo[2,3-c]pyridin-7-one FC1=C(C=CC(=C1)F)C1=CC2=C(C(N(C=C2C2=CC(N(C=C2C2=CC(=CC=C2)C(C)(C)O)C)=O)C)=O)N1